methyl-pentyl-phenylenediamine CN(C1=C(C=CC=C1)N)CCCCC